((5-(4-(benzyloxy)phenyl)-1H-pyrazol-3-yl)amino)-3,4-dihydroquinolin-2(1H)-one C(C1=CC=CC=C1)OC1=CC=C(C=C1)C1=CC(=NN1)NN1C(CCC2=CC=CC=C12)=O